iso-propyl laurate C(CCCCCCCCCCC)(=O)OC(C)C